COC1=C(C=C(C=C1)C1(CCOCC1)C)S(=O)(=O)NC(=O)C1=NC2=CC=CC(=C2C=C1)C1=NC=CC=C1 N-((2-methoxy-5-(4-methyltetrahydro-2H-pyran-4-yl)phenyl)sulfonyl)-5-(pyridin-2-yl)quinoline-2-carboxamide